C1(CCCCC1)CN1CCC(CC1)C=1NC(N(N1)C1=CC=C(C=C1)OC)=O 5-(1-(cyclohexylmethyl)piperidin-4-yl)-2-(4-methoxyphenyl)-2,4-dihydro-3H-1,2,4-triazol-3-one